CN(S(=O)(=O)C1CCC(CC1)CC(C)(C)NC(OC(C)(C)C)=O)C tert-Butyl (1-((1s,4s)-4-(N,N-dimethylsulfamoyl)cyclohexyl)-2-methyl-propan-2-yl)carbamate